NCCN N-(2-aminoethyl)-amine